di-fluoro-perylene FC1=C(C=2C=3C=CC=C4C=CC=C(C5=CC=CC(=C1)C52)C43)F